methyl (S)-2-{{tert-butoxycarbonyl}amino}-3-(4-cyano-2,6-dimethylphenyl)propanoate C(C)(C)(C)OC(=O)N[C@H](C(=O)OC)CC1=C(C=C(C=C1C)C#N)C